6-[7,7-difluoro-2-[(2R)-2-(trifluoromethyl)azetidin-1-yl]-5,6-dihydrocyclopenta[d]pyrimidin-4-yl]spiro[2H-benzofuran-3,5'-imidazolidine]-2',4'-dione FC1(CCC2=C1N=C(N=C2C2=CC1=C(C=C2)C2(C(NC(N2)=O)=O)CO1)N1[C@H](CC1)C(F)(F)F)F